octyl 3-(2H-benzotriazol-2-yl)-5-(1,1-dimethylethyl)-4-hydroxybenzenepropanoate N=1N(N=C2C1C=CC=C2)C=2C=C(C=C(C2O)C(C)(C)C)CCC(=O)OCCCCCCCC